tin-titanium-niobium [Nb].[Ti].[Sn]